Sodium (E)-6,6'-(ethene-1,2-diyl)bis(3-((isobutoxycarbonyl) amino) benzenesulfonate) C(=C\C1=CC=C(C=C1S(=O)(=O)[O-])NC(=O)OCC(C)C)/C1=CC=C(C=C1S(=O)(=O)[O-])NC(=O)OCC(C)C.[Na+].[Na+]